4-(1-phenyl-1H-imidazo[4,5-f][1,10]phenanthroline-2-yl)benzoic acid C1(=CC=CC=C1)N1C(=NC2=C3C=CC=NC3=C3N=CC=CC3=C21)C2=CC=C(C(=O)O)C=C2